((7R)-7-amino-2-azabicyclo[2.2.1]hept-2-yl)(2-(1-(cyclopropylmethyl)-6-(3-methyl-[1,2,4]triazolo[4,3-a]pyridin-7-yl)-1H-indol-2-yl)-4-methoxy-3-methylbenzo[b]thiophen-6-yl)methanone N[C@H]1C2N(CC1CC2)C(=O)C=2C=C(C1=C(SC(=C1C)C=1N(C3=CC(=CC=C3C1)C1=CC=3N(C=C1)C(=NN3)C)CC3CC3)C2)OC